(trans)-3-((2-chloro-5-methylpyrimidin-4-yl)amino)tetrahydro-2H-pyran-4-carbonitrile ClC1=NC=C(C(=N1)N[C@@H]1COCC[C@H]1C#N)C